3-(2-fluorophenyl)-4-((phenylseleno)methyl)cyclopent-2-ene-1,1-dicarboxylic acid FC1=C(C=CC=C1)C1=CC(CC1C[Se]C1=CC=CC=C1)(C(=O)O)C(=O)O